FC(F)C=1C(=NC=C(C1)C1=NC(=NC(=N1)N1C[C@@H](O[C@@H](C1)C)C)N1[C@@H](COCC1)C)N difluoromethyl-5-[4-[(2S,6R)-2,6-dimethylmorpholin-4-yl]-6-[(3R)-3-methylmorpholin-4-yl]-1,3,5-triazin-2-yl]pyridin-2-amine